COC1=CC=C(C=C1)CN(C1=NC(=NC=2N1N=CC2C2=CC(=NC=C2)C)N2CCN(CC2)C)CC2=NC1=C(N2CC2=CC=C(C=C2)OC)C=CC=C1 N-[(4-methoxyphenyl)methyl]-N-({1-[(4-methoxyphenyl)methyl]-1H-benzimidazol-2-yl}methyl)-2-(4-methylpiperazin-1-yl)-8-(2-methylpyridin-4-yl)pyrazolo[1,5-a][1,3,5]triazin-4-amine